C[C@@H]1CN(CCO1)C(=O)Cl (R)-2-methylmorpholine-4-carbonyl chloride